(l)-4-(tert-butyl)quinoline C(C)(C)(C)C1=CC=NC2=CC=CC=C12